2-(dimethylhydrazinylidene)ethanoic acid CN(N=CC(=O)O)C